5-(4-amino-5-(trifluoromethyl)pyrrolo[2,1-f][1,2,4]triazin-7-yl)-N-((3R,4S)-4-fluoro-1-(3-(trifluoromethyl)pyrrolidine-3-carbonyl)pyrrolidin-3-yl)-2-methoxynicotinamide NC1=NC=NN2C1=C(C=C2C=2C=NC(=C(C(=O)N[C@@H]1CN(C[C@@H]1F)C(=O)C1(CNCC1)C(F)(F)F)C2)OC)C(F)(F)F